3-(3-(4-(morpholinosulfonyl)benzyl)isoxazol-5-yl)pyridin-2-amine O1CCN(CC1)S(=O)(=O)C1=CC=C(CC2=NOC(=C2)C=2C(=NC=CC2)N)C=C1